2-chloro-4-isopropylbenzene ClC1=CC=CC(=C1)C(C)C